The molecule is a glycosyloxyflavone that is chrysoeriol in which the hydroxyl hydrogen at position 7 is replaced by a gentiobiosyl moiety. It has a role as a metabolite. It is a monomethoxyflavone, a dihydroxyflavone, a disaccharide derivative, a gentiobioside and a glycosyloxyflavone. It derives from a 4',5,7-trihydroxy-3'-methoxyflavone. COC1=C(C=CC(=C1)C2=CC(=O)C3=C(C=C(C=C3O2)O[C@H]4[C@@H]([C@H]([C@@H]([C@H](O4)CO[C@H]5[C@@H]([C@H]([C@@H]([C@H](O5)CO)O)O)O)O)O)O)O)O